C/1=C/CCCCCC1 (Z)-Cyclooctene